NC1=NC(=CC=C1)C1CCN(CC1)C 2-amino-6-(1-methylpiperidine-4-yl)-pyridine